NC1=NC2=CC=C(C=C2C=C1C)C(=O)N1CC(CC1)NC1=NC=C(C=C1)C(F)(F)F (2-amino-3-methylquinolin-6-yl)(3-((5-(trifluoromethyl)pyridin-2-yl)amino)pyrrolidin-1-yl)methanone